COC(=O)C=1C=CC2=C(N(C(=N2)CN2CCC(CC2)C2=CC=CC=3OC(OC32)(C)C3=CC=C(C=2C=COC23)C#N)C[C@H]2OCC2)C1 2-((4-(2-(4-cyanobenzofuran-7-yl)-2-methylbenzo[d][1,3]dioxolan-4-yl)piperidin-1-yl)methyl)-1-(((S)-oxetan-2-yl)methyl)-1H-benzo[d]imidazole-6-carboxylic acid methyl ester